n-pentyl sulfate S(=O)(=O)(OCCCCC)[O-]